2-{5-[(3-{5-[({1-[2-(4-acetylpiperazin-1-yl)acetyl]piperidin-4-yl}amino)methyl]-1-(2,2,2-trifluoroethyl)-1H-indol-2-yl}prop-2-yn-1-yl)amino]pyridin-2-yl}-2-methylpropanenitrile C(C)(=O)N1CCN(CC1)CC(=O)N1CCC(CC1)NCC=1C=C2C=C(N(C2=CC1)CC(F)(F)F)C#CCNC=1C=CC(=NC1)C(C#N)(C)C